N-(2-(2-hydroxyethoxy)-ethyl)-1-methyl-2-((6-(trifluoromethyl)benzo-[d]oxazol-2-yl)amino)-1H-benzo[d]imidazole-5-carboxamide OCCOCCNC(=O)C1=CC2=C(N(C(=N2)NC=2OC3=C(N2)C=CC(=C3)C(F)(F)F)C)C=C1